C(=O)C=1C=C(C(=O)NC2=NNC(=C2)[C@@H]2C[C@@H](CC2)N(C(O)=O)C(C)C)C=CC1O.OC1=CC=C(C=C1)C(CCCCC)C1=CC=C(C=C1)O 1,1-Bis(4-hydroxyphenyl)n-hexane (1R,3S)-3-(3-(3-formyl-4-hydroxybenzamido)-1H-pyrazol-5-yl)cyclopentyl-isopropylcarbamate